[(thiophen-2-yl)methyl]thieno[3,2-b]pyridine-2,7-diamine hydrochloride Cl.S1C(=CC=C1)CC1=C(SC=2C1=NC=CC2N)N